CC1(OC(=CCC1)C1=NC(=NO1)C=1SC(=CN1)C)C (S)-2,2-dimethyl-6-(3-(5-methylthiazol-2-yl)-1,2,4-oxadiazol-5-yl)-3,4-dihydro-2H-pyran